O[C@H]1CN([C@@]2(C1)C(NCC2)=O)C(C2=CC=C(C=C2)C2=C(C=CC=C2)C)=O (3R,5S)-3-Hydroxy-1-(4-(2-methylphenyl)benzoyl)-1,7-diazaspiro[4.4]nonan-6-one